2-amino-7-sulfopropoxy-4,9-disulfonaphthothiazole NC=1SC2=C(N1)C1=C(C=C(C=C1C=C2S(=O)(=O)O)OCCCS(=O)(=O)O)S(=O)(=O)O